COC(=O)C1=CNC(C(=C1NC1=C(C=C(C=C1)I)F)F)=O 5-fluoro-4-(2-fluoro-4-iodoanilinyl)-6-Oxopyridine-3-carboxylic acid methyl ester